(hydroxymethyl)thiophene-2-carboxamide OCC1=C(SC=C1)C(=O)N